5-(6,6-dimethyl-5-oxo-5,6,7,8-tetrahydroquinolin-2-yl)-2-hydroxybenzonitrile CC1(C(C=2C=CC(=NC2CC1)C=1C=CC(=C(C#N)C1)O)=O)C